C(C)NC1=CC2=C(C(OC(C(C=CC(C(C(CC=C2)O)O)=O)C)C)=O)C(=C1)O 14-(ethylamino)-8,9,16-trihydroxy-3,4-dimethyl-3,4,9,10-tetrahydro-1H-benzo[c][1]oxacyclotetradecine-1,7(8H)-dione